5-(2-(4-Fluoro-3-methylphenyl)pyridin-3-yl)-N-(2-(tetrahydro-1H-pyrrolizin-7a(5H)-yl)ethyl)pyrazolo[1,5-a]pyridine-3-carboxamide FC1=C(C=C(C=C1)C1=NC=CC=C1C1=CC=2N(C=C1)N=CC2C(=O)NCCC21CCCN1CCC2)C